N-[2-[4-[6-fluoro-2-(2-oxabicyclo[2.2.2]octan-4-yl)-3H-imidazo[4,5-b]pyridin-7-yl]piperidine-1-carbonyl]-5-(trifluoromethoxy)phenyl]carbamate FC=1C(=C2C(=NC1)NC(=N2)C21COC(CC2)CC1)C1CCN(CC1)C(=O)C1=C(C=C(C=C1)OC(F)(F)F)NC([O-])=O